CN1C(=CC=C1CNCCS(=O)(=O)C)C=1C=C2C(=NC=NC2=CC1)N 6-(1-methyl-5-(((2-(methylsulfonyl)ethyl)amino)methyl)-1H-pyrrol-2-yl)quinazolin-4-amine